C(C=C)(=O)N1[C@H](CN(CC1)C1=NC(=NC2=C(C(=CC=C12)C1=CC=CC=2CC3C(C12)C3)F)OCC31CCCN1CCC3)CC#N 2-((2S)-1-acryloyl-4-(8-fluoro-2-((tetrahydro-1H-pyrrolizin-7a(5H)-yl)methoxy)-7-(1,1a,6,6a-tetrahydrocyclopropa[a]inden-2-yl)quinazolin-4-yl)piperazin-2-yl)acetonitrile